7-((3,5-difluoro-4-((5-(trifluoromethyl)pyridin-3-yl)oxy)benzyl)oxy)-2',3',5',6'-tetrahydro-1H-spiro[imidazo[1,2-c]pyrimidine-2,4'-pyran]-5(3H)-one FC=1C=C(COC=2C=C3N(C(N2)=O)CC2(CCOCC2)N3)C=C(C1OC=1C=NC=C(C1)C(F)(F)F)F